cobalt vanadium lithium [Li].[V].[Co]